acryloyloxypentyl phosphonopropionate P(=O)(O)(O)C(C(=O)OCCCCCOC(C=C)=O)C